4-ethyl-8-(2,3,5-trifluorophenyl)quinoline-3-carboxylic acid C(C)C1=C(C=NC2=C(C=CC=C12)C1=C(C(=CC(=C1)F)F)F)C(=O)O